COC=1C=C(C=CC1F)NC1=C2C=C(NC2=C(C=C1)F)C(=O)OCC Ethyl 4-((3-methoxy-4-fluorophenyl) amino)-7-fluoro-1H-indole-2-carboxylate